6-((1-methyl-1H-pyrazol-4-yl)methoxy)-N-(2-methylpyrimidin-5-yl)isoquinolin-1-amine CN1N=CC(=C1)COC=1C=C2C=CN=C(C2=CC1)NC=1C=NC(=NC1)C